tert-butyl 5-((tert-butoxycarbonyl) (ethyl) amino)-3-chloro-1H-indole-1-carboxylate C(C)(C)(C)OC(=O)N(C=1C=C2C(=CN(C2=CC1)C(=O)OC(C)(C)C)Cl)CC